ClC=1C(=NC(=C(C(=O)NC=2C=C(C(=O)OC)C=CC2)C1)N1CCC(CCC1)(F)F)C methyl 3-(5-chloro-2-(4,4-difluoroazepan-1-yl)-6-methylnicotinamido)benzoate